[4-(3-chlorophenyl)-1H-pyrrol-2-yl](3,4,5-trimethoxyphenyl)methanone ClC=1C=C(C=CC1)C=1C=C(NC1)C(=O)C1=CC(=C(C(=C1)OC)OC)OC